ClC1=C(C(=C2C(=N1)N(C=N2)[C@H]2[C@@H]([C@@H]([C@@H]1C[C@H]21)O)O)NCC(F)F)F (1R,2R,3S,4R,5S)-4-(5-chloro-7-((2,2-difluoroethyl)amino)-6-fluoro-3H-imidazo[4,5-b]pyridin-3-yl)bicyclo[3.1.0]hexane-2,3-diol